N1(CC1)CCC(=O)CC(CC1N(C1)CCC(=O)[O-])(CC1N(C1)CCC(=O)[O-])CC 2-((3-aziridin-1-ylpropanoyl) methyl)-2-ethylpropane-1,3-diylbis(aziridine-1-propionate)